naphthalene-1,4,5,8-tetracarbonyl chloride C1(=CC=C(C=2C(=CC=C(C12)C(=O)Cl)C(=O)Cl)C(=O)Cl)C(=O)Cl